The molecule is a member of the class of piperidines that is N-isobutylpiperidine in which a hydrogen of one of the methyl groups is replaced by a p-tert-butylphenyl group. It is a member of piperidines and a tertiary amine. CC(CC1=CC=C(C=C1)C(C)(C)C)CN2CCCCC2